benzyl 2-oxa-6-azabicyclo[5.1.0]octane-6-carboxylate C12OCCCN(C2C1)C(=O)OCC1=CC=CC=C1